C(C1=CC=CC=C1)OC1=C(C(=C(C(=O)OCC)C(=C1)C)OCOC)Br ethyl 4-(benzyloxy)-3-bromo-2-(methoxymethoxy)-6-methylbenzoate